methyl-3-((3-(methylcarbamoyl)benzyl)oxy)-5-(3-(2-(1-methylpiperidin-4-yl)ethyl)ureido)isothiazole CC=1C(=NSC1NC(=O)NCCC1CCN(CC1)C)OCC1=CC(=CC=C1)C(NC)=O